C(C=C)N1N(C2=NC(=NC=C2C1=O)NC=1C=C2C=NN(C2=CC1)C1CC1)C1=NC(=CC=C1)OC1CCNCC1 2-allyl-6-((1-cyclopropyl-1H-indazol-5-yl)amino)-1-(6-(piperidin-4-yloxy)pyridin-2-yl)-1,2-dihydro-3H-pyrazolo[3,4-d]pyrimidin-3-one